6-nitro-chromone-3-carbaldehyde [N+](=O)([O-])C=1C=C2C(C(=COC2=CC1)C=O)=O